2-(5-bromothien-2-yl)-1,3-dioxolane BrC1=CC=C(S1)C1OCCO1